C(C)(C)(C)OC(=O)N1C(=C(C2=CC=CC=C12)CCO)C1=CC=CC=C1 3-(2-hydroxyethyl)-2-phenyl-1H-indole-1-carboxylic acid tert-butyl ester